Cl.FC=1C=C(NC2C(NC(CC2)=O)=O)C=C(C1N1CCN(CC1)C(C)(C1CCNCC1)C)F 3-[3,5-difluoro-4-[4-[1-methyl-1-(4-piperidyl)ethyl]piperazin-1-yl]anilino]piperidine-2,6-dione hydrochloride